CC1=C(C=CC(=C1)CC(C)(C)C)CC(C=O)C 3-(2-Methyl-4-Neopentylphenyl)-2-Methylpropanal